N1(C(C=CC=C1)=O)C1=CC=NC=C1 1,4'-bipyridin-2-one